ClC1=CC=C(C=C1)C1=NC(=NC(=N1)C1=CC=CC=C1)C=1C=C(C=CC1)C1=CC=C(C=C1)C#N 3'-(4-(4-chlorophenyl)-6-phenyl-1,3,5-triazin-2-yl)-[1,1'-biphenyl]-4-carbonitrile